COC=1C=CC(=NC1)COC=1C=CC2=C(N=C(O2)C2=CC=C(C#N)C=C2)C1 4-{5-[(5-methoxypyridin-2-yl)methoxy]-1,3-benzoxazol-2-yl}benzonitrile